N[C@]1(CCOC2=C(C=CC=C12)Br)CO (S)-(4-amino-8-bromochroman-4-yl)methanol